ClC=1C=C(C=C(C1)Cl)C=1OC2=C(N1)C=CC(=C2)C(=O)OC2C=1N(CCC2)C=CN1 5,6,7,8-Tetrahydroimidazo[1,2-a]Pyridin-8-yl 2-(3,5-Dichlorophenyl)Benzo-[d]Oxazole-6-Carboxylate